CC1=CC2=C(C3=CC=4C=NN(C4C=C3CO2)COCC[Si](C)(C)C)C=N1 3-methyl-8-((2-(trimethylsilyl)ethoxy)methyl)-6,8-dihydropyrido[3',4':5,6]pyrano[4,3-f]indazole